(3-(3,5-difluoro-4-((1R,3R)-2-(2-fluoro-2-methylpropyl)-3-methyl-2,3,4,9-tetrahydro-1H-pyrido[3,4-b]indol-1-yl)phenoxy)cyclobutyl)carbamic acid tert-butyl ester C(C)(C)(C)OC(NC1CC(C1)OC1=CC(=C(C(=C1)F)[C@H]1N([C@@H](CC2=C1NC1=CC=CC=C21)C)CC(C)(C)F)F)=O